ethyl alpha-hydroxynonanoate OC(C(=O)OCC)CCCCCCC